FC1=CC(=C2C(=C(N(C2=C1)C1=C(C=C(C=C1)F)OC)C(COC)(C)C)C1=CC=C(C(=O)O)C=C1)O 4-[6-fluoro-1-(4-fluoro-2-methoxy-phenyl)-4-hydroxy-2-(2-methoxy-1,1-dimethyl-ethyl)indol-3-yl]Benzoic acid